3-Amino-4-(3-(benzyloxy)-2,6-dimethylphenyl)-6-chloro-N-(1-(4-methoxyphenyl)ethyl)picolinamide NC=1C(=NC(=CC1C1=C(C(=CC=C1C)OCC1=CC=CC=C1)C)Cl)C(=O)NC(C)C1=CC=C(C=C1)OC